7-chloro-3-(4-methylbenzenesulfonyl)-1-phenyl-1H,2H-benzo[e]indole ClC1=CC2=C(C=3C(CN(C3C=C2)S(=O)(=O)C2=CC=C(C=C2)C)C2=CC=CC=C2)C=C1